3-(bicyclo[1.1.1]pent-1-ylamino)-4-(quinolin-6-ylamino)cyclobut-3-ene-1,2-dione C12(CC(C1)C2)NC=2C(C(C2NC=2C=C1C=CC=NC1=CC2)=O)=O